C(C)OC(=O)C1=C(N=C(N1N)[C@H]1[C@H](C1)F)C1=CC=C(C=C1)CNC(C1=C(C=CC(=C1)F)OC)=O 1-amino-4-(4-((5-fluoro-2-methoxybenzamido)methyl)phenyl)-2-((cis)-2-fluorocyclopropyl)-1H-imidazole-5-carboxylic acid ethyl ester